2-(5-[[(tert-butoxy)carbonyl]amino]-1,2,4-thiadiazol-3-yl)acetic acid C(C)(C)(C)OC(=O)NC1=NC(=NS1)CC(=O)O